5-((3aR,6aR)-5-(2-(4-(3-(1-(5-chloropyrimidin-2-yl)piperidin-4-yl)propoxy)-2-fluorophenyl)acetyl)hexahydropyrrolo[3,4-b]pyrrol-1(2H)-yl)-5-oxopentane-1-sulfonic acid ClC=1C=NC(=NC1)N1CCC(CC1)CCCOC1=CC(=C(C=C1)CC(=O)N1C[C@@H]2N(CC[C@@H]2C1)C(CCCCS(=O)(=O)O)=O)F